C(CCCCCCCCC)C1=C(C(=O)N)C=CC=C1 n-Decylbenzamide